FC1=C(C=CC(=C1)F)C(CCC(=O)O)=C 4-(2,4-difluorophenyl)-4-pentenoic acid